(4-(2-oxopiperidin-1-yl)-phenyl)piperidine-2,3-dione-4-carboxylic acid methyl ester COC(=O)C1C(C(N(CC1)C1=CC=C(C=C1)N1C(CCCC1)=O)=O)=O